(Z)-3-(7-(2-ethoxyvinyl)-1-oxoisoindolin-2-yl)piperidine-2,6-dione C(C)O\C=C/C=1C=CC=C2CN(C(C12)=O)C1C(NC(CC1)=O)=O